(R)-5-(8-methoxy-[1,2,4]triazolo[1,5-a]pyridin-6-yl)-1-(1-(oxetan-3-yl)piperidin-3-yl)-6-(trifluoromethyl)-1,3-dihydro-2H-benzo[d]imidazol-2-one COC=1C=2N(C=C(C1)C1=CC3=C(N(C(N3)=O)[C@H]3CN(CCC3)C3COC3)C=C1C(F)(F)F)N=CN2